tert-Butyl 2-(6-bromo-7-chloro-3-methyl-2-oxo-2,3-dihydro-1H-imidazo[4,5-b]pyridin-1-yl)acetate BrC=1C(=C2C(=NC1)N(C(N2CC(=O)OC(C)(C)C)=O)C)Cl